4-[(2,3-Dimethylphenoxy)methyl]1,3-dihydro-imidazol-2-one CC1=C(OCC=2NC(NC2)=O)C=CC=C1C